(R)-3-(1-((3-chloro-6-(6-(diethylphosphoryl)pyridin-3-yl)-7-fluoro-2-methyl-1,5-naphthyridin-4-yl)amino)ethyl)-4-fluorobenzonitrile ClC=1C(=NC2=CC(=C(N=C2C1N[C@H](C)C=1C=C(C#N)C=CC1F)C=1C=NC(=CC1)P(=O)(CC)CC)F)C